C(C(=O)C)(=O)OC(C1=CC=CC=C1)O trans-hydroxy-benzyl pyruvate